CC(CCCC#N)(CC(=O)C12CC(C1)(C2)C)C 5,5-dimethyl-7-(3-methylbicyclo[1.1.1]pentan-1-yl)-7-oxoheptanenitrile